9,9',9'',9'''-(4-(2-(6-phenylpyridin-2-yl)phenyl)pyridine-2,3,5,6-tetrayl)tetrakis(9H-carbazole-3-carbonitrile) C1(=CC=CC=C1)C1=CC=CC(=N1)C1=C(C=CC=C1)C1=C(C(=NC(=C1N1C2=CC=CC=C2C=2C=C(C=CC12)C#N)N1C2=CC=CC=C2C=2C=C(C=CC12)C#N)N1C2=CC=CC=C2C=2C=C(C=CC12)C#N)N1C2=CC=CC=C2C=2C=C(C=CC12)C#N